C12C3CCC3C(CC1)O2 9-oxatricyclo[4.2.1.02,5]nonane